N-(4-(5-benzyl-2-(4-fluorophenyl)-4,5,6,7-tetrahydropyrazolo[1,5-a]pyrazin-3-yl)pyridin-2-yl)pivalamide C(C1=CC=CC=C1)N1CC=2N(CC1)N=C(C2C2=CC(=NC=C2)NC(C(C)(C)C)=O)C2=CC=C(C=C2)F